3,4-dichlorobenzylthiourea ClC=1C=C(CNC(=S)N)C=CC1Cl